O(C1=CC=CC=C1)C1=CC2=C(NC(=N2)NC2=CNC3=CC=C(C=C23)C(=O)OC)C=C1 methyl 3-[(5-phenoxy-1H-benzo[d]imidazol-2-yl) amino]-1H-indole-5-carboxylate